(1,1-cyclobutanedicarboxylic acid) platinum [Pt].C1(CCC1)(C(=O)O)C(=O)O